Ethyl 3-(aminomethyl)-5-(2,4-difluorobenzyl)-4,5-dihydroisoxazole-5-carboxylate hydrochloride Cl.NCC1=NOC(C1)(C(=O)OCC)CC1=C(C=C(C=C1)F)F